2-[2-[2-[2-[2-[tert-butoxycarbonyl(methyl)amino]ethoxy] ethoxy]ethoxy]ethoxy]ethyl 4-methylbenzenesulfonate CC1=CC=C(C=C1)S(=O)(=O)OCCOCCOCCOCCOCCN(C)C(=O)OC(C)(C)C